Cl.N[C@H](CC1=CC=CC=C1)C(=O)OCC(F)(F)F 2,2,2-Trifluoroethyl D-phenylalaninate hydrochloride